1,1-bis(pentafluorophenyl)methanol difluorophosphate P(=O)(F)(F)OC(C1=C(C(=C(C(=C1F)F)F)F)F)C1=C(C(=C(C(=C1F)F)F)F)F